hexahydropyrrolo[3,4-c]pyrrol-1(2H)-one hydrochloride Cl.C1(NCC2C1CNC2)=O